C(N)(=O)C1=CC(=C(C(=C1)[N+](=O)[O-])NC/C=C/CNC1=C(C=C(C(=O)N)C=C1[N+](=O)[O-])OC)OCCC(OC)OC (E)-4-((4-((4-carbamoyl-2-(3,3-dimethoxypropoxy)-6-nitrophenyl)amino)but-2-en-1-yl)amino)-3-methoxy-5-nitrobenzamide